C1(CC1)C=1N=NN(C1)[C@H](C(=O)N1[C@@H](C[C@H](C1)O)C(=O)NCCS(=O)C1=C(C=CC=C1)F)C(C)(C)C (2S,4R)-1-[(2S)-2-(4-cyclopropyltriazol-1-yl)-3,3-dimethyl-butanoyl]-N-[2-(2-fluorophenyl)sulfinylethyl]-4-hydroxy-pyrrolidine-2-carboxamide